(1R,3S)-3-{5-[2-(3-acetamido-2-formylphenoxy) acetamido]-2H-pyrazol-3-yl}cyclopentyl N-isopropylcarbamate C(C)(C)NC(O[C@H]1C[C@H](CC1)C=1NN=C(C1)NC(COC1=C(C(=CC=C1)NC(C)=O)C=O)=O)=O